BrC=1C=CC(=C(C1)NC1(CN(CCCC1)CCO)C)[N+](=O)[O-] 2-{3-[(5-bromo-2-nitrophenyl)amino]-3-methylazepan-1-yl}ethanol